C(C=C)NC(N(CC1=CC=C(C=C1)C1=NOC(=N1)C(F)(F)F)OC)=O 3-allyl-1-methoxy-1-[[4-[5-(trifluoromethyl)-1,2,4-oxadiazol-3-yl]phenyl]methyl]urea